ClC1=CC=C2C(=C(NC2=C1Cl)C=O)C=1C=NN(C1)C1OCCCC1 6,7-Dichloro-3-(1-tetrahydropyran-2-ylpyrazol-4-yl)-1H-indole-2-carbaldehyde